(3-amino-5-(methylsulfonyl)-4,5,6,7-tetrahydro-pyrazolo[4,3-c]pyridin-1-yl)(1,2,3,4-tetrahydro-quinolin-4-yl)methanone NC1=NN(C2=C1CN(CC2)S(=O)(=O)C)C(=O)C2CCNC1=CC=CC=C21